ClC=1C=C2C(=NC1I)N=C(N2)SCP(OCC)(=O)C ethyl (((6-chloro-5-iodo-1H-imidazo[4,5-b]pyridin-2-yl)thio)methyl)(methyl)phosphinate